hydroquinoneAt C=1(O)C(=CC(O)=CC1)C(=O)[O-]